tri-tertiary butyl-tin chloride C(C)(C)(C)[Sn](C(C)(C)C)(C(C)(C)C)Cl